C(CCCCC)C1=CC=C(C=C1)C1=CC=C(C=C1)C#N 4'-hexylbiphenyl-4-carbonitrile